2-(3-(2-(2-(2-aminoethoxy)ethoxy)ethoxy)phenyl)-N-(5-methyl-4-(1-(2-methylbenzoyl)indolin-5-yl)thiazol-2-yl)acetamide NCCOCCOCCOC=1C=C(C=CC1)CC(=O)NC=1SC(=C(N1)C=1C=C2CCN(C2=CC1)C(C1=C(C=CC=C1)C)=O)C